ClC1=C(C=NC=C1)C=1C=CC=2N(C1)C=C(N2)NC(=O)C2C(C2)F N-(6-(4-chloropyridin-3-yl)imidazo[1,2-a]pyridin-2-yl)-2-fluorocyclopropane-1-carboxamide